C1(=CC=CC=C1)C#C Phenylethyn